C(C)C1=C(C(=CC=C1)CC)C1=C(C(=O)N)C=CC(=C1)C1=NOC(=N1)C(F)(F)F (2,6-diethylphenyl)-4-(5-(trifluoromethyl)-1,2,4-oxadiazol-3-yl)benzamide